CO[C@@H](C(=O)NC)C1=C(C=CC=C1)COC1=C(C=CC(=C1)C)C |r| (RS)-2-methoxy-N-methyl-2-[α-(2,5-xylyloxy)-o-tolyl]acetamide